N-(2-chloro-6-methylphenyl)-2-((6-(4-((4-(2,4-dioxotetrahydropyrimidin-1(2H)-yl)benzyl)(methyl)amino)piperidin-1-yl)-2-methylpyrimidin-4-yl)amino)thiazole-5-carboxamide ClC1=C(C(=CC=C1)C)NC(=O)C1=CN=C(S1)NC1=NC(=NC(=C1)N1CCC(CC1)N(C)CC1=CC=C(C=C1)N1C(NC(CC1)=O)=O)C